C(C)(C)(C)OC(=O)N1CC2(C1)CC(C2)OS(=O)(=O)C 6-Methylsulfonyloxy-2-azaspiro[3.3]Heptane-2-carboxylic acid tert-butyl ester